4-amino-2-nitrophenylsulfonyl fluoride NC1=CC(=C(C=C1)S(=O)(=O)F)[N+](=O)[O-]